4,4,4-trifluoro-3-isocyanatobutyric acid FC(C(CC(=O)O)N=C=O)(F)F